C(C)O[Si](CCCN=C(C)C1=CC=CC=C1)(OCC)OCC [3-(triethoxy-silanyl)-propyl]-(1-phenyl-ethylidene)-amine